1,4,8,11-Tetraazabicyclo[6.6.2]hexadecane N12CCNCCCN(CCNCCC1)CC2